NC1=NC=NN2C1=CC=C2[C@]2([C@@H]([C@@H]([C@H](O2)COP(=O)(OC2=CC=CC=C2)NC(C(=O)OC(C)C)(C)C)O)O)C#N Isopropyl 2-(((((2R,3S,4R,5R)-5-(4-aminopyrrolo[2,1-f][1,2,4]triazin-7-yl)-5-cyano-3,4-dihydroxytetrahydrofuran-2-yl)methoxy)(phenoxy)phosphoryl)amino)-2-methylpropanoate